(R)-5-fluoro-4-(pyrrolidin-3-yloxy)-N-(quinoxalin-6-ylmethyl)pyridin-3-amine FC=1C(=C(C=NC1)NCC=1C=C2N=CC=NC2=CC1)O[C@H]1CNCC1